C(C)(C)(C)OC(=O)N1CCC(=CC1)C=1N=NC(=CC1)NC(C1=CC=C(C=C1)C(NC1=CC=C(C=C1)CNC(=O)OC(C)(C)C)=O)=O 4-(6-{4-[4-(tert-butoxycarbonylamino-methyl)-phenylcarbamoyl]-benzoylamino}-pyridazin-3-yl)-3,6-dihydro-2H-pyridine-1-carboxylic acid tert-butyl ester